4-[5-(2-amino-1,3-benzothiazol-5-yl)-3-methyl-2-pyridinyl]-2-[2-(aminomethyl)-3,3-difluoro-allyl]-1,2,4-triazol-3-one NC=1SC2=C(N1)C=C(C=C2)C=2C=C(C(=NC2)N2C(N(N=C2)CC(=C(F)F)CN)=O)C